methyl 3-(benzyloxy)quinoline-7-carboxylate C(C1=CC=CC=C1)OC=1C=NC2=CC(=CC=C2C1)C(=O)OC